P(OC(C)C)(OCC(=O)NO)=O isopropyl (2-(hydroxyamino)-2-oxoethyl) phosphonate